butyl [4-(azidomethyl)bicyclo[2.2.2]octan-1-yl]carbamate N(=[N+]=[N-])CC12CCC(CC1)(CC2)NC(OCCCC)=O